[N]=O mono-nitrogen monoxide